N-((7-amino-1-(4-(trifluoromethyl)phenyl)-1,2,3,4-tetrahydro-1,5-naphthyridin-3-yl)methyl)acetamide NC1=CN=C2CC(CN(C2=C1)C1=CC=C(C=C1)C(F)(F)F)CNC(C)=O